triisopropylsilyl 2-chloropropionate ClC(C(=O)O[Si](C(C)C)(C(C)C)C(C)C)C